N-[(3R,4R)-4-methyl-1-[8-(trifluoromethyl)quinolin-5-yl]pyrrolidin-3-yl]-2-[(3S)-1-methylpyrrolidin-3-yl]acetamide C[C@H]1[C@H](CN(C1)C1=C2C=CC=NC2=C(C=C1)C(F)(F)F)NC(C[C@H]1CN(CC1)C)=O